octylphosphine C(CCCCCCC)P